ClC=1C2=CN(N=C2C(=C(C1)C1=CC=C(C=C1)[C@H]1[C@@H](CN(CC1)CC)F)Cl)C(C(=O)NC=1SC=CN1)C1=C2N(C=N1)C[C@@H](C2)F 2-(4,7-Dichloro-6-(4-((3s,4s)-1-ethyl-3-fluoropiperidin-4-yl)phenyl)-2H-indazol-2-yl)-2-((R)-6-fluoro-6,7-dihydro-5H-pyrrolo[1,2-c]imidazol-1-yl)-N-(thiazol-2-yl)acetamide